FC(\C=C/C(=O)OCC)(F)F ethyl (Z)-4,4,4-trifluorobut-2-enoate